ClC1=C(C=C2C=C(C(NC2=C1)=O)C=1C=C(C=CC1)CC(=O)O)C1=CC=C(C=C1)F 2-(3-(7-chloro-6-(4-fluorophenyl)-2-oxo-1,2-dihydroquinolin-3-yl)phenyl)acetic acid